benzoyl-trimethylgermanium (IV) C(C1=CC=CC=C1)(=O)[Ge](C)(C)C